FC1=C(C=C(C(=C1)C)C1=CC(=NC(=C1)N1CCOCC1)O[C@@H](CO)C)NC(=O)N1C[C@@H](CC1)CC(F)(F)F (S)-N-(2-fluoro-5-(2-(((R)-1-hydroxypropan-2-yl)oxy)-6-morpholinopyridin-4-yl)-4-methylphenyl)-3-(2,2,2-trifluoroethyl)pyrrolidine-1-carboxamide